3-methylhexane-2,3-diol CC(C(C)O)(CCC)O